N1C=CC=2C1=NC=C(C2)OC2=C(C(=O)OC)C=CC(=C2)N2CCC(CC2)C(O)C2=C(C=CC=C2)C2=CC=C(C=C2)Cl Methyl 2-((1H-pyrrolo[2,3-b]pyridin-5-yl)oxy)-4-(4-((4'-chloro-[1,1'-biphenyl]-2-yl)(hydroxy)methyl)piperidin-1-yl)benzoate